N-(4-piperidinyl)pyridine-2-carboxamide hydrochloride Cl.N1CCC(CC1)NC(=O)C1=NC=CC=C1